ClC=1C=C(CNCCCNC(CCNC2=NC3=C(C4=CN=CC=C24)C=CC(=C3)C(=O)OC)=O)C=CC1OC(F)(F)F Methyl 5-((3-((3-((3-chloro-4-(trifluoromethoxy)benzyl)amino)propyl)amino)-3-oxopropyl)amino)benzo[c][2,6]naphthyridine-8-carboxylate